(R)-3-(1-(5-chloro-4-fluoro-2-(methylthio)-8,9-dihydro-10H-7-oxa-1,3,6,10-tetraazacyclohepta[de]naphthalen-10-yl)ethyl)pyridin-2-amine ClC1=C(C=2N=C(N=C3C2C(=N1)OCCN3[C@H](C)C=3C(=NC=CC3)N)SC)F